(S)-linoleate C(CCCCCCC\C=C/C\C=C/CCCCC)(=O)[O-]